2-chlorobenzoic acid 2-ethoxy-4-ethylphenyl ester C(C)OC1=C(C=CC(=C1)CC)OC(C1=C(C=CC=C1)Cl)=O